Tert-butyl (Z)-(1-(((5-(4,4,4-trifluoro-1-(3-fluoro-1-(tetrahydro-2H-pyran-2-yl)-1H-indazol-5-yl)-2-phenylbut-1-en-1-yl)pyridin-2-yl)oxy)methyl)cyclopropyl)carbamate FC(C/C(=C(\C=1C=C2C(=NN(C2=CC1)C1OCCCC1)F)/C=1C=CC(=NC1)OCC1(CC1)NC(OC(C)(C)C)=O)/C1=CC=CC=C1)(F)F